4-fluoro-6-methoxy-1-(p-tolylsulfonyl)pyrrolo[2,3-b]pyridine FC1=C2C(=NC(=C1)OC)N(C=C2)S(=O)(=O)C2=CC=C(C=C2)C